C(C1=CC=CC=C1)OCC1=NN(C(=C1C=1C=CC=C2C(=C(N(C12)CC=C)C(=O)OCC)CCCOC1=CC=CC2=CC=CC=C12)COCC=C)C ethyl 7-{3-[(benzyloxy)methyl]-1-methyl-5-[(prop-2-en-1-yloxy)methyl]-1H-pyrazol-4-yl}-3-[3-(naphthalen-1-yloxy)propyl]-1-(prop-2-en-1-yl)-1H-indole-2-carboxylate